di-tert-butyl [3-(1-methylindol-3-yl)-2,5-dioxo-4-[1-(piperidin-4-yl)indol-3-yl]pyrrol-1-yl]methyl phosphate P(=O)(OC(C)(C)C)(OC(C)(C)C)OCN1C(C(=C(C1=O)C1=CN(C2=CC=CC=C12)C1CCNCC1)C1=CN(C2=CC=CC=C12)C)=O